C(#N)C1=C(C=NC(=C1)NC1=NNC(=C1)C)F 4-cyano-3-fluoro-6-((5-methyl-1H-pyrazol-3-yl)amino)pyridin